5-acetamido-3,5-dideoxy-D-glycero-D-galacto-nonulosonic acid C(C)(=O)N[C@H]([C@H](CC(C(=O)O)=O)O)[C@@H](O)[C@H](O)[C@H](O)CO